(R)-5-{4-[4-(3,5-dimethylpyridin-2-yl)-3-methoxymethylpiperazine-1-carbonyl]phenyl}-5-isopropylimidazolidine-2,4-dione CC=1C(=NC=C(C1)C)N1C(CN(CC1)C(=O)C1=CC=C(C=C1)[C@@]1(C(NC(N1)=O)=O)C(C)C)COC